BrC1=C(C=CC(=C1)SCC(C)C)OC 2-Bromo-4-isobutylsulfanyl-1-methoxybenzene